C(C)OCN1C(CCCCC1)=O N-(ethoxymethyl)caprolactam